[Te].[Sn].[Ni].[Cu] copper-nickel-tin-tellurium